tert-butyl (S)-(2-(2-(2-(2-(4-(2-(4-(4-chlorophenyl)-2,3,9-trimethyl-6H-thieno[3,2-f][1,2,4]triazolo[4,3-a][1,4]diazepin-6-yl)acetamido)phenoxy)ethoxy)ethoxy)ethoxy)ethyl)carbamate ClC1=CC=C(C=C1)C1=N[C@H](C=2N(C3=C1C(=C(S3)C)C)C(=NN2)C)CC(=O)NC2=CC=C(OCCOCCOCCOCCNC(OC(C)(C)C)=O)C=C2